2,2-Bis(4r-pentenyl)glycine C(CCC=C)C(N)(C(=O)O)CCCC=C